azacarbene-amine N=N